3-methyl-5-(pyridin-3-yl)-1-oxa-5-azaspiro[5.5]Undec-7,10-diene CC1COC2(N(C1)C=1C=NC=CC1)C=CCC=C2